OC1=CC=C(C=C1)C1(CC1)C(=O)O 1-(4-hydroxyphenyl)-cyclopropanecarboxylic acid